CN1CCNCC2C=3C1=NNC3CCN2C(=O)[O-] 10-methyl-3,4,5a,6,7,8,9,10-octahydro-1,2,5,7,10-pentaazacycloocta[cJ]indene-5(2H)-carboxylate